(±)-10-camphorsulfonate C12(C(=O)CC(CC1)C2(C)C)CS(=O)(=O)[O-]